1'-((3-ethyl-2-oxo-1,2,3,4-tetrahydropyrido[3,2-d]pyrimidin-7-yl)methyl)-N-methyl-1',2',3',6'-tetrahydro-[3,4'-bipyridine]-6-carboxamide C(C)N1C(NC2=C(C1)N=CC(=C2)CN2CCC(=CC2)C=2C=NC(=CC2)C(=O)NC)=O